fluoro-4-((2,2,2-trifluoro-N-(trans-2-phenylcyclopropyl)acetamido)methyl)piperidine-1-carboxylic acid benzyl ester C(C1=CC=CC=C1)OC(=O)N1C(CC(CC1)CN(C(C(F)(F)F)=O)[C@H]1[C@@H](C1)C1=CC=CC=C1)F